C(CC)NC=C N-propylvinylamine